COC1=CC=C(CC2(O)[C@H](N)[C@@H](O)[C@H](O)[C@H](O2)CO)C=C1 4-methoxybenzyl-D-glucosamine